butyl 4-(((phenylsulfonyl)thio)methyl)piperidine-1-carboxylate C1(=CC=CC=C1)S(=O)(=O)SCC1CCN(CC1)C(=O)OCCCC